O1CC(C1)N1CCN(CC1)C1=CC(=NC=N1)NC(C1=NC(=CC=C1)C=1C=NN(C1)CC(F)(F)F)=O N-(6-(4-(oxetan-3-yl)piperazin-1-yl)pyrimidin-4-yl)-6-(1-(2,2,2-trifluoroethyl)-1H-pyrazol-4-yl)picolinamide